(E)-3-(3-(2-cyclopropyl-6-(trifluoromethyl)pyridin-4-yl)-5-methyl-1H-1,2,4-triazol-1-yl)-2-(pyrimidin-5-yl)acrylic acid C1(CC1)C1=NC(=CC(=C1)C1=NN(C(=N1)C)/C=C(/C(=O)O)\C=1C=NC=NC1)C(F)(F)F